N-{[4-(phenoxathiine-4-sulfonyl)phenyl]methyl}-1H-pyrazolo[3,4-b]pyridine-5-carboxamide C1=CC=C(C=2OC3=CC=CC=C3SC12)S(=O)(=O)C1=CC=C(C=C1)CNC(=O)C=1C=C2C(=NC1)NN=C2